N=1C=C(N2C1C=CC=C2)C(=O)N2CC1=C(CC2)C(=CS1)C(=O)[O-].[Na+] sodium 6-(imidazo[1,2-a]pyridine-3-carbonyl)-4,5,6,7-tetrahydrothieno[2,3-c]pyridine-3-carboxylate